C(C)(C)(C)OC(=O)N[C@H](CC=1C=C2C(=NC(=NN2C1C)Cl)N(C(OC(C)(C)C)=O)CC=1SC=CC1)COC tert-butyl N-{6-[(2R)-2-[(tert-butoxycarbonyl)amino]-3-methoxypropyl]-2-chloro-7-methylpyrrolo[2,1-f][1,2,4]triazin-4-yl}-N-(thiophen-2-ylmethyl)carbamate